BrC(C)C1=CC=C(C=C1)Cl 1-(1-bromoethyl)-4-chlorobenzene